N-(3-(3-cyano-1-(2,6-dioxopiperidin-3-yl)-1H-indol-6-yl)prop-2-yn-1-yl)-5-(8-(7-isopropyl-1,3-dimethyl-2-oxo-2,3-dihydro-1H-benzo[d]imidazol-5-yl)isoquinolin-3-yl)picolinamide C(#N)C1=CN(C2=CC(=CC=C12)C#CCNC(C1=NC=C(C=C1)C=1N=CC2=C(C=CC=C2C1)C1=CC2=C(N(C(N2C)=O)C)C(=C1)C(C)C)=O)C1C(NC(CC1)=O)=O